C1([C@@H](O)[C@H](O)[C@H](O)[C@@H](O1)C)[C@@]1(C(O)(O[C@@H]([C@H]([C@@H]1O)O[C@H]1[C@H](O)[C@@H](O)[C@@H](O)[C@H](O1)CO)CO)C1[C@@H](O)[C@H](O)[C@H](O)[C@@H](O1)C)O di-fucosyllactose